3-(sec-butyl)-N'-cyano-6-fluoro-2-oxo-1,2,3,5-tetrahydro-4H-benzo[1,4]diazepine-4-carboxamidine C(C)(CC)C1C(NC2=C(CN1C(=NC#N)N)C(=CC=C2)F)=O